1-[3-(2,6-dioxo-3-piperidyl)-1-methyl-indazol-7-yl]piperidine-4-carbaldehyde O=C1NC(CCC1C1=NN(C2=C(C=CC=C12)N1CCC(CC1)C=O)C)=O